C12CNCC2N(C1)C1=CN=C2C=CC(=NC2=C1)C=1C(=NNC1)C1=NC(=CC=C1)C 7-(3,6-diazabicyclo[3.2.0]heptan-6-yl)-2-[3-(6-methyl-2-pyridyl)-1H-pyrazol-4-yl]-1,5-naphthyridine